N1CCC(CC1)C(=O)N piperidin-4-formamide